4-(butane-1-yn-1-yl)-1H-indazole-7-carboxylic acid C(#CCC)C1=C2C=NNC2=C(C=C1)C(=O)O